pyrimidin-2-yl-propionic acid ethyl ester C(C)OC(C(C)C1=NC=CC=N1)=O